α-aminon-decanoic acid NC(C(=O)O)CCCCCCCC